3-[[3-(difluoromethyl)-1-(4-formylphenyl)pyrazol-4-yl]carbamoyl]pyrazolol FC(C1=NN(C=C1NC(=O)C1(N=NC=C1)O)C1=CC=C(C=C1)C=O)F